C1(=CC=CC=C1)C(C1=CC=CC=C1)[N+](C1=CC=CC=C1)(C)C N-(α-phenylbenzyl)-N,N-dimethylanilinium